FC1=C(C=CC(=C1)F)N1N=C(C2=CC=CC=C2C1=O)C=1C=C(C=CC1)C(C(=O)O)(C)C 2-(3-(3-(2,4-difluorophenyl)-4-oxo-3,4-dihydro-phthalazin-1-yl)phenyl)-2-methylpropanoic acid